CC1(NC(CC(C1)C#N)(C)C)C 2,2,6,6-tetramethyl-4-cyanopiperidine